5alpha,9alpha-epidioxy-8,14alpha-epoxy-cholest-6-en-3beta-ol CC(C)CCC[C@@H](C)[C@H]1CC[C@@]23[C@@]4(C=C[C@@]56C[C@H](CC[C@]5(C)[C@]4(CC[C@]12C)OO6)O)O3